Bis(2-benzyl-3-ethoxy-3-oxopropyl)phosphinic acid C(C1=CC=CC=C1)C(CP(O)(=O)CC(C(OCC)=O)CC1=CC=CC=C1)C(=O)OCC